7'-(4-iodo-1-methyl-1H-pyrazol-5-yl)-4',6'-dimethyl-3',4'-dihydrospiro[cyclopropane-1,2'-pyrido[3,2-b][1,4]oxazine]-8'-carbonitrile IC=1C=NN(C1C1=C(C=2OC3(CN(C2N=C1C)C)CC3)C#N)C